ClC(OC1=CC=C(C=C1)NC(C1=CN=C(C(=C1)NC(=S)NC1=CC=C(C=C1)C#N)N1C[C@@H](CC1)O)=O)(F)F (R)-N-(4-(chlorodifluoromethoxy)phenyl)-5-(3-(4-cyanophenyl)thioureido)-6-(3-hydroxypyrrolidin-1-yl)nicotinamide